(S)-N-((R or S)-(4-chlorophenyl)(1H-indazol-3-yl)methyl)-2-oxooxazolidine-5-carboxamide ClC1=CC=C(C=C1)[C@@H](NC(=O)[C@@H]1CNC(O1)=O)C1=NNC2=CC=CC=C12 |o1:7|